FC1=CC=2N(C=C1NC(=O)N1CCC=3C1=NC=CC3N3C[C@@H](N(CC3)C(=O)OC(C)(C)C)CO)C=C(N2)C tert-butyl (R)-4-(1-((7-fluoro-2-methylimidazo[1,2-a]pyridin-6-yl)carbamoyl)-2,3-dihydro-1H-pyrrolo[2,3-b]pyridin-4-yl)-2-(hydroxymethyl)piperazine-1-carboxylate